CN1C2=C(OC[C@@H](C1=O)NC(OC(C)(C)C)=O)C=CC(=C2)OCC(C2=CC=NC=C2)=O tert-butyl (S)-(5-methyl-4-oxo-7-(2-oxo-2-(pyridin-4-yl)ethoxy)-2,3,4,5-tetrahydrobenzo[b][1,4]oxazepin-3-yl)carbamate